5-Methoxy-9H-quinolino[4,3,2-de][1,10]phenanthrolin-9-one COC=1C=C2C(=CC1)N=C1C=3C2=CC=NC3C3=NC=CC=C3C1=O